CN1N=C(C(=C1)C1=C(C(=CC(=C1)F)F)C=1N=C2N(C=CC(=C2)C(=O)OC)C1)C methyl 2-(2-(1,3-dimethyl-1H-pyrazol-4-yl)-4,6-difluorophenyl)imidazo[1,2-a]pyridine-7-carboxylate